ClC1=C(C=C(C=2C3=C(NC12)CCN(C3)C(=O)OC(C)(C)C)O)Cl tert-butyl 6,7-dichloro-3,4-dihydro-9-hydroxy-1H-pyrido[4,3-b]indole-2(5H)-carboxylate